NC=1N=NSC1S amino-5-mercapto-1,2,3-thiadiazole